Monokalium citrat C(CC(O)(C(=O)O)CC(=O)O)(=O)[O-].[K+]